N1(C(CCC1)O)O PyrrolidineDiol